C(C)OC(=O)[C@@H]1NC(C2(CC2)C1)=O (R)-4-oxo-5-azaspiro[2.4]heptane-6-carboxylic acid ethyl ester